BrCC1(CC(C(O1)=O)=C)C1=CC=C(C=C1)C 5-(bromomethyl)-3-methylene-5-(p-tolyl)dihydrofuran-2(3H)-one